N-(5-acetamido-7-(difluoromethoxy)-1-(prop-2-yn-1-yl)-1H-indazol-3-yl)-4-fluorobenzamide C(C)(=O)NC=1C=C2C(=NN(C2=C(C1)OC(F)F)CC#C)NC(C1=CC=C(C=C1)F)=O